3-(difluoromethyl)-1-methyl-N-[(3S)-1,1,3-trimethyl-2,3-dihydro-1H-inden-4-yl]-1H-pyrazole-4-carboxamide FC(C1=NN(C=C1C(=O)NC1=C2[C@H](CC(C2=CC=C1)(C)C)C)C)F